ClC[C@H](CC1=C(C=C(C(=C1)F)F)F)O (S)-1-chloro-3-(2,4,5-trifluorophenyl)propan-2-ol